tert-butyl (2-(1,3-dioxo-3,4-dihydroisoquinolin-2(1H)-yl)ethyl)carbamate O=C1N(C(CC2=CC=CC=C12)=O)CCNC(OC(C)(C)C)=O